(E)-bis(4-chlorobenzyl) diazene-1,2-dicarboxylate N(=N\C(=O)OCC1=CC=C(C=C1)Cl)/C(=O)OCC1=CC=C(C=C1)Cl